CN(C=1C=C(C=C(C1)C1=C(C=CC=C1C)C)CO)C (5-(dimethylamino)-2',6'-dimethyl-[1,1'-biphenyl]-3-yl)methanol